(5s,7s)-7-fluoro-5-phenyl-2-pyrazol-1-yl-6,7-dihydro-5H-pyrrolo[1,2-b][1,2,4]triazole F[C@H]1C[C@H](N2N=C(N=C21)N2N=CC=C2)C2=CC=CC=C2